BrC=1C=CC(=C(C(=O)NCC2=CC=C(C(=O)O)C=C2)C1)OC1=CC=C(C=C1)F 4-((5-bromo-2-(4-fluorophenoxy)benzamido)methyl)benzoic acid